O[C@H]1[C@@H](O)[C@@H](O)[C@H](O)[C@@H](O1)C(=O)O alpha-l-guluronic acid